COC1=C(C(=CC(=C1)C)C)C1=CC=C2C(=CC(=NC2=N1)C1=CCCN(C1)C(=O)OC(C)(C)C)[C@H]1C(N(CC1)C)=O |r| tert-butyl 5-[7-(2-methoxy-4,6-dimethyl-phenyl)-4-[rac-(3S)-1-methyl-2-oxo-pyrrolidin-3-yl]-1,8-naphthyridin-2-yl]-3,6-dihydro-2H-pyridine-1-carboxylate